ClC=1C=C(OC2CCC(CC2)N2CC=NC=C2)C=CC1C#N N-[(1r,4r)-4-(3-chloro-4-cyanophenoxy)cyclohexyl]Pyrazine